NC=1N(C2=C(C=NN(C2=O)C)N1)CCCCCBr 2-amino-3-(5-bromopentyl)-5-methylimidazo[4,5-d]pyridazin-4-one